2-Butylsuberic acid ammonium salt [NH4+].C(CCC)C(C(=O)[O-])CCCCCC(=O)[O-].[NH4+]